N-[(2R)-3-Hydroxy-3-methylbutan-2-yl]-2-(1-methyl-1H-pyrazol-4-yl)-3-oxo-6-[4-(trifluoromethyl)phenyl]-2,3-dihydropyridazine-4-carboxamide OC([C@@H](C)NC(=O)C=1C(N(N=C(C1)C1=CC=C(C=C1)C(F)(F)F)C=1C=NN(C1)C)=O)(C)C